CNC1=CC=CC(=N1)CCCNC(=O)C1CCN(CC1)CC(=O)O 2-(4-(3-(6-(methylamino)pyridin-2-yl)propylcarbamoyl)piperidin-1-yl)acetic acid